(dimethylamino)-3-(2-phenoxyphenoxy)propan-2-ol CN(C)CC(COC1=C(C=CC=C1)OC1=CC=CC=C1)O